FC1([C@@H]([C@@H](N(C1)C(C(C)C)=O)CC=1C=C(C=CC1)C1=CC(=CC=C1)F)NS(=O)(=O)C)F N-[(2S,3R)-4,4-difluoro-2-[(3'-fluoro[1,1'-biphenyl]-3-yl)methyl]-1-(2-methylpropanoyl)pyrrolidin-3-yl]methanesulfonamide